2-HYDROXY-6-(METHYLAMINO)BENZALDEHYDE OC1=C(C=O)C(=CC=C1)NC